(3R)-3-amino-1-[3-(trifluoromethyl)-5,6,7,8-tetrahydro-5H-[1,2,4]triazolo[4,3-a]pyrazin-7-yl]-4-(2,4,5-trifluorophenyl)butan-1-one C1CN2C(=NN=C2C(F)(F)F)CN1C(=O)C[C@@H](CC3=CC(=C(C=C3F)F)F)N